FC=1C=NN2C1[C@@H]([C@H](CC2)[C@H]2N1C(C3=CC=CC=C23)=CN=C1)O (4R,5R)-3-fluoro-5-((R)-5H-imidazo[5,1-a]isoindol-5-yl)-4,5,6,7-tetrahydropyrazolo[1,5-a]pyridin-4-ol